4H-2H-pyran O1CCCC=C1